5-chloro-2-hydroxy-3-(5-(hydroxy(phenyl)methyl)thiophene-2-carbonyl)-1H-indole-1-carboxamide ClC=1C=C2C(=C(N(C2=CC1)C(=O)N)O)C(=O)C=1SC(=CC1)C(C1=CC=CC=C1)O